2-amino-6-(4-tert-butoxycarbonyl-piperazinylmethyl)benzothiazole NC=1SC2=C(N1)C=CC(=C2)CN2CCN(CC2)C(=O)OC(C)(C)C